C(C)C1(NC(NC1=O)=O)C1=CC(=C(C(=O)O)C=C1)F 4-(4-ethyl-2,5-dioxoimidazolidin-4-yl)-2-fluorobenzoic acid